4-((2-(4-((((4-(5-cyanopyridin-2-yl)benzylidene)amino)oxy)methyl)phenyl)-7-phenylimidazo[1,2-a]pyridin-3-yl)amino)benzoic acid C(#N)C=1C=CC(=NC1)C1=CC=C(C=NOCC2=CC=C(C=C2)C=2N=C3N(C=CC(=C3)C3=CC=CC=C3)C2NC2=CC=C(C(=O)O)C=C2)C=C1